FC(OC1=C(C=CC=C1)C1=NN2C(=NC=3C=CC=CC3C2=N1)N[C@@H]1C(NCCCC1)=O)F (3S)-3-({2-[2-(difluoromethoxy)phenyl][1,2,4]triazolo[1,5-c]quinazolin-5-yl}amino)azepan-2-one